hexadecyl-trimethoxyphosphine chloride [Cl-].C(CCCCCCCCCCCCCCC)COP(OC)OC